C([C@@H]([C@@H]1C(=C(C(=O)O1)O)O)O)O (+)-Ascorbic acid